C1(CCCC1)N1C(C(=CC2=C1N=C(N=C2)SC)C(=O)O)=O 8-cyclopentyl-2-(methylsulfanyl)-7-oxo-7,8-dihydropyrido[2,3-d]Pyrimidine-6-carboxylic acid